C(C1=CC=CC=C1)(=O)N1CC2=C(NC=3C=CC(=CC23)C=2C=C(C#N)C=CC2)CC1 3-(2-benzoyl-2,3,4,5-tetrahydro-1H-pyrido[4,3-b]indol-8-yl)benzonitrile